C([C@@H]1[C@H]([C@@H]([C@H]([C@H](O1)OC[C@@H]2[C@H]([C@@H]([C@H](C(O2)O)O[C@@H]3[C@@H]([C@H]([C@@H]([C@H](O3)CO)O)O)O)O)O)O)O)O)O The molecule is a glucotriose that is D-glucopyranose in which the hydroxy groups at positions 2 and 6 have each been converted into their corresponding alpha-D-glucopyranosyl derivative.